3-((11-(phenylthio)undecyl)thio)propyl hydrogen ((((R)-1-(6-amino-9H-purin-9-yl)propan-2-yl)oxy)methyl)phosphonate NC1=C2N=CN(C2=NC=N1)C[C@@H](C)OCP(OCCCSCCCCCCCCCCCSC1=CC=CC=C1)(O)=O